C(C)(C)C1=CN(C=2C1=NC(=CC2)CC2=C(C(=C(OCC1=NOC(N1)=O)C=C2C)C)C)S(=O)(=O)C2=CC=C(C)C=C2 3-((4-((3-isopropyl-1-tosyl-1H-pyrrOlo[3,2-b]pyridin-5-yl)methyl)-2,3,5-trimethylphenoxy)methyl)-1,2,4-oxadiazol-5(4H)-one